N-(1-(6-fluoro-3-methyl-2-morpholino-4-oxo-3,4-dihydroquinazolin-8-yl)ethylidene)-2-methylpropane-2-sulfinamide FC=1C=C2C(N(C(=NC2=C(C1)C(C)=NS(=O)C(C)(C)C)N1CCOCC1)C)=O